6-chloro-3-(((1R)-1-(2-cyano-3-(9,9-difluoro-3-oxa-7-azabicyclo[3.3.1]nonan-7-yl)-7-methylquinoxalin-5-yl)ethyl)amino)picolinic acid ClC1=CC=C(C(=N1)C(=O)O)N[C@H](C)C1=C2N=C(C(=NC2=CC(=C1)C)C#N)N1CC2COCC(C1)C2(F)F